7-nitrophthalazin [N+](=O)([O-])C1=CC=C2C=NN=CC2=C1